C(C1=CC=CC=C1)C1CCN(CC1)CCCNC(=O)C1=CC=2COC=3C=CC=C(C3C2S1)C N-[3-(4-benzylpiperidin-1-yl)propyl]-9-methyl-4H-thieno[3,2-c]chromene-2-carboxamide